ClC=1C=CC(=NC1)CC=1C(C2=CC=CC=C2C(C1)=O)=O 2-((5-chloropyridin-2-yl)methyl)naphthalene-1,4-dione